ClC1=C(C=C(C=C1)N=C=O)C#CC(C)(O)C 4-(2-chloro-5-isocyanatophenyl)-2-methylbut-3-yn-2-ol